C(C)C=1C=CC=C2C=C(C=C(C12)C1=NC=C2C(=CC(=NC2=C1F)N1CC2CCC(C1)N2C(=O)OC(C)(C)C)OCC21CCCN1CCC2)OCOC tert-butyl 3-(7-(8-ethyl-3-(methoxymethoxy) naphthalen-1-yl)-8-fluoro-4-((hexahydro-1H-pyrrolizin-7a-yl) methoxy)-1,6-naphthyridin-2-yl)-3,8-diazabicyclo[3.2.1]octane-8-carboxylate